(3S)-3-({8-carbamoyl-6-[1-(propan-2-yl)-1H-pyrazol-4-yl]pyrido[3,2-d]pyrimidin-4-yl}amino)piperidine-1-carboxylic acid tert-butyl ester C(C)(C)(C)OC(=O)N1C[C@H](CCC1)NC=1C2=C(N=CN1)C(=CC(=N2)C=2C=NN(C2)C(C)C)C(N)=O